F[C@@H]1[C@@H]([C@@H](CN(C1)C1=NC=CC(=N1)NC=1N=CC2=C(C=CC(=C2C1)C(C)C)N1[C@@H]([C@H](C1)CS(=O)(=O)C)C)O)OC (3R,4R,5S)-5-fluoro-1-[4-({8-[(2R,3S)-3-(methanesulfonyl-methyl)-2-methylazetidin-1-yl]-5-(propan-2-yl)isoquinolin-3-yl}amino)pyrimidin-2-yl]-4-methoxy-piperidin-3-ol